C(C=C)[C@]1(C(N(CN(C1)C(=O)OC(C)(C)C)C(C1=CC=CC=C1)=O)=O)F tert-butyl (S)-5-allyl-3-benzoyl-5-fluoro-4-oxotetrahydropyrimidine-1(2H)-carboxylate